C(C)(C)(C)C1=C(C2=C(N=CN=C2Cl)S1)C1=CC(=C(C=C1)Cl)Cl 6-tert-butyl-4-chloro-5-(3,4-dichlorophenyl)thieno[2,3-d]pyrimidine